N1(CCCCC1)N1C(NC=C1)=O piperidinodihydro-imidazolone